CC1=CC(=NN1C1=NC(=CC=C1OC(F)(F)F)N1C=NC2=C1C=CC(=C2)NC=2N=NC(=CC2)C)C#N 5-methyl-1-[6-[5-[(6-methylpyridazin-3-yl)amino]benzimidazol-1-yl]-3-(trifluoromethoxy)-2-pyridyl]pyrazole-3-carbonitrile